ClC1=CC=C(N1)C(=O)NC(C(=O)O)C=CC(C)(C)C 2-(5-chloro-2-pyrrolylcarbonylamino)-5,5-dimethyl-3-hexenoic acid